CCCCCCCCCCCP(O)(O)=O 11-undecyl-phosphonic acid